4-(3-(2-cyclopropyl-4-(1-((2-(trimethylsilyl)ethoxy)methyl)-1H-pyrrolo[3,2-b]pyridin-6-yl)-1H-imidazol-1-yl)bicyclo[1.1.1]pentan-1-yl)morpholine C1(CC1)C=1N(C=C(N1)C=1C=C2C(=NC1)C=CN2COCC[Si](C)(C)C)C21CC(C2)(C1)N1CCOCC1